F[C@@H]1[C@H](C1)C(=O)N1C2CN(CC1CC2)C2=NC=NN1C2=CC(=C1)C=1C=NN(C1)C Rac-((1R,2S)-2-fluorocyclopropyl)(3-(6-(1-methyl-1H-pyrazol-4-yl)pyrrolo[2,1-f][1,2,4]triazin-4-yl)-3,8-diazabicyclo[3.2.1]octan-8-yl)methanone